NCC1(CCC1)CO (1-(aminomethyl)cyclobutyl)methanol